C1(CC1)C([C@@H](C(NC=1C=NN(C1)C(CC(F)F)C1=NN=NN1CC1CC1)=O)NC(=O)C=1N(N=CC1)C(C)C)C1CC1 N-[(1S)-2,2-dicyclopropyl-1-[[1-[1-[1-(cyclopropylmethyl)tetrazol-5-yl]-3,3-difluoro-propyl]pyrazol-4-yl]carbamoyl]ethyl]-2-isopropyl-pyrazole-3-carboxamide